Cl.C(C)N1C[C@@H](CC1)N (R)-1-ethylpyrrolidin-3-amine hydrochloride